FC1=CC(=C(C=C1)O)CNC 4-fluoro-2-((methylamino)methyl)phenol